NC1=C(C=C(C=N1)C=1N=C(N(C1)C12CC(C1)(C2)N2CCOCC2)CO)OC(F)(F)F (4-(6-amino-5-(trifluoromethoxy)pyridin-3-yl)-1-(3-morpholino-bicyclo[1.1.1]pentan-1-yl)-1H-imidazol-2-yl)-methanol